C(C)(C)(C)OC([C@@H](NC([C@@H](NC(CCl)=O)CC(C)C)=O)CC(C)C)=O (2-Chloroacetyl)-L-leucyl-L-leucine tert-butyl ester